2-((4-azidophenyl)amino)N,N,N-trimethyl-2-oxoethylaminium chloride [Cl-].N(=[N+]=[N-])C1=CC=C(C=C1)NC(C[N+](C)(C)C)=O